[N+](=O)([O-])C=1C(=CC(=NC1)NC1CCC2(OCCO2)CC1)NCC(F)(F)F 5-nitro-N2-(1,4-dioxaspiro[4.5]decan-8-yl)-N4-(2,2,2-trifluoroethyl)pyridine-2,4-diamine